perylenetetracarboxylic acid potassium salt [K+].C1(=C(C(=C2C(=CC=C3C4=CC=CC5=CC=CC(C1=C23)=C45)C(=O)[O-])C(=O)[O-])C(=O)[O-])C(=O)[O-].[K+].[K+].[K+]